ClC=1C(=CC=2CC3C(O3)C2C1)Cl 3,4-dichloro-1a,6a-dihydro-6H-indeno[1,2-b]oxirane